OC1(CCC(CC1)N1CCC2N(CCCC21)C(CNC(C2=CC(=CC=C2)C(F)(F)F)=O)=O)C2=NC=CC=C2 N-(2-{1-[4-hydroxy-4-(pyridin-2-yl)cyclohexyl]-octahydro-1H-pyrrolo[3,2-b]pyridin-4-yl}-2-oxoethyl)-3-(trifluoromethyl)benzamide